3-fluoro-4-(pyrimidin-2-yl)aniline tert-butyl-(2,3-bis(benzyloxy)phenyl)carbamate C(C)(C)(C)N(C(O)=O)C1=C(C(=CC=C1)OCC1=CC=CC=C1)OCC1=CC=CC=C1.FC=1C=C(N)C=CC1C1=NC=CC=N1